3-fluoro-6-(1-methyl-1H-benzo[d]imidazol-5-yl)-5-(1-((1-methylcyclopentyl)methyl)-1H-pyrazol-4-yl)picolinonitrile FC=1C(=NC(=C(C1)C=1C=NN(C1)CC1(CCCC1)C)C1=CC2=C(N(C=N2)C)C=C1)C#N